C1(CCCC1)N1C(=CC(C2=CC(=C(N=C12)CCOC1OCCCC1)F)=C=O)C(=O)OCC ethyl 1-cyclopentyl-6-fluoro-4-carbonyl-7-(2-((tetrahydro-2H-pyran-2-yl)oxy)ethyl)-1,4-dihydro-1,8-naphthyridine-2-carboxylate